FCC(C(=O)N1C[C@@H](N(C[C@H]1C)C=1C2=C(N=CN1)N(CC21CCC1)C1=NC=CC(=C1)C#N)C)(C)C 2-[4-[(2S,5R)-4-(3-fluoro-2,2-dimethylpropanoyl)-2,5-dimethylpiperazin-1-yl]spiro[6H-pyrrolo[2,3-d]pyrimidine-5,1'-cyclobutane]-7-yl]pyridine-4-carbonitrile